9,9-diphenyl-9H-fluoren-1-amine C1(=CC=CC=C1)C1(C2=CC=CC=C2C=2C=CC=C(C12)N)C1=CC=CC=C1